CC=1C(=NC=CN1)C(=O)NC=1C=NN(C1)[C@H](C)C=1C(=NC(=NC1)N1C([C@@H]2C[C@@H]2C1)=O)C 3-methyl-N-(1-((R)-1-(4-methyl-2-((1R,5S)-2-oxo-3-azabicyclo[3.1.0]hexan-3-yl)pyrimidin-5-yl)ethyl)-1H-pyrazol-4-yl)pyrazine-2-carboxamide